(R)-2-phenyl-1,2-propanediol C1(=CC=CC=C1)[C@@](CO)(C)O